NC(C)C(CC(=O)O)CCCC 3-(1-amino-ethyl)heptanoic acid